ethyl 3-amino-2-(4-chlorophenyl)-2-hydroxypropanate NCC(C(=O)OCC)(O)C1=CC=C(C=C1)Cl